4-[7-(6-cyano-3-pyridyl)imidazo[1,2-a]pyridin-3-yl]-2-(difluoromethoxy)-N-ethyl-6-methoxy-benzamide C(#N)C1=CC=C(C=N1)C1=CC=2N(C=C1)C(=CN2)C2=CC(=C(C(=O)NCC)C(=C2)OC)OC(F)F